COC1=C(C=CC=C1)C1(CCCCC1)O 1-(2-methoxyphenyl)cyclohexan-1-ol